FC(CN(C1=NC(NC2=CC=CC(=C12)F)=O)C1=C(C(=NC=C1)C#CC1(CC1)C(F)(F)F)F)F 4-[2,2-difluoroethyl-[3-fluoro-2-[2-[1-(trifluoromethyl)cyclopropyl]ethynyl]-4-pyridyl]amino]-5-fluoro-1H-quinazolin-2-one